O[C@H]1CC[C@H](CC1)N1N=C2C=C(C(=CC2=C1)NC(=O)C1=[N+](C(=CC=C1)C1CC1)[O-])OC 2-((2-(cis-4-hydroxycyclohexyl)-6-methoxy-2H-indazol-5-yl)carbamoyl)-6-cyclopropylpyridine 1-oxide